amino-5-nitro-2,1-benzoisothiazole NC=1SN=C2C1C=C(C=C2)[N+](=O)[O-]